6,6'-(propane-2,2-diyl)bis(3-phenyl-3,4-dihydro-2H-benzo[E][1,3]oxazine) CC(C)(C=1C=CC2=C(CN(CO2)C2=CC=CC=C2)C1)C=1C=CC2=C(CN(CO2)C2=CC=CC=C2)C1